COC(C(C=O)C=1SC=C(C1)C1=CNC2=CC=C(C=C12)OC)=O (4-(5-methoxy-1H-indol-3-yl)thiophen-2-yl)-3-oxopropanoic acid methyl ester